ClC1=C(C=C(C=C1)F)C1N(C(C=2C1=C(C=C1C(=NC=NC21)NCC2=CC=C(C=C2)OC)NC(C2=CC(=CC(=C2)F)C(F)(F)F)=O)=O)CC2=CC=C(C=C2)OC N-[7-(2-chloro-5-fluorophenyl)-8-[(4-methoxyphenyl)methyl]-4-{[(4-methoxyphenyl)methyl]amino}-9-oxo-8,9-dihydro-7H-pyrrolo[4,3-H]quinazolin-6-yl]-5-fluoro-3-(trifluoromethyl)benzamide